1-(1-(2-chloro-6-fluorophenyl)ethyl)-4-nitro-1H-pyrazole ClC1=C(C(=CC=C1)F)C(C)N1N=CC(=C1)[N+](=O)[O-]